(3aR,6R,6aR)-6-(2-Methoxypyridin-4-yl)-2,2-dimethyl-tetrahydrocyclopenta[d][1,3]dioxol-4-one COC1=NC=CC(=C1)[C@H]1CC([C@H]2[C@@H]1OC(O2)(C)C)=O